(2-((2-(tert-butoxycarbonyl)-2,7-diazaspiro[3.5]nonan-7-yl)methyl)-5-chloro-3-methylphenyl)boronic acid C(C)(C)(C)OC(=O)N1CC2(C1)CCN(CC2)CC2=C(C=C(C=C2C)Cl)B(O)O